N[C@H](C(=O)NC[C@H](C)NC(C1=C(C=C(C=C1)NC=1C=2N(C=CN1)C(=CN2)C2=C(C(=C(C=C2)OC)F)F)CC)=O)CCCCN N-[(1S)-2-[[(2S)-2,6-diaminohexanoyl]amino]-1-methyl-ethyl]-4-[[3-(2,3-difluoro-4-methoxyphenyl)imidazo[1,2-a]pyrazin-8-yl]amino]-2-ethyl-benzamide